F[P-](F)(F)(F)(F)F.N1(CCCC1)[PH+](N1CCCC1)N1CCCC1 tris-(1-pyrrolidinyl)-phosphonium hexafluorophosphate